ClC=1C=C(C=CC1)S(=O)(=O)N1CCC2=CC=C(C=C12)C(=O)NC1=CC(=C(C(=O)O)C=C1)F 4-{[1-(3-Chloro-benzenesulfonyl)-2,3-dihydro-1H-indole-6-carbonyl]-amino}-2-fluoro-benzoic acid